N-(prop-2-en-1-yl)(tert-butoxy)carbohydrazide CC(C)(C)OC(=O)N(CC=C)N